C(C(=C)C)(=O)O.CN1C(CCCC1(C)C)(C)C 1,2,2,6,6-pentamethylpiperidine methacrylate